(R)-1-(3-fluoro-4-((4-(6-(6-(2-(3-fluorophenyl)pyrrolidin-1-yl)imidazo[1,2-b]pyridazin-3-yl)pyridin-2-yl)piperazin-1-yl)methyl)phenyl)dihydropyrimidine-2,4(1H,3H)-dione FC=1C=C(C=CC1CN1CCN(CC1)C1=NC(=CC=C1)C1=CN=C2N1N=C(C=C2)N2[C@H](CCC2)C2=CC(=CC=C2)F)N2C(NC(CC2)=O)=O